CC1(CC2=CNC(C=C2N1C1=NC(=CC(=C1)C(F)(F)F)C)=O)C(=O)N methyl-1-(6-methyl-4-(trifluoromethyl)pyridin-2-yl)-6-oxo-2,3,5,6-tetrahydro-1H-pyrrolo[3,2-c]pyridine-2-carboxamide